BrC1=C(C(=C(OCCCC(C(=O)O)(C)C)C(=C1)C)C)C 5-(4-bromo-2,3,6-trimethylphenoxy)-2,2-dimethylpentanoic acid